(6aR,8R)-8-azido-6a-ethyl-2-(3-fluoro-2-methoxyphenyl)-5,6,6a,7,8,9-hexahydro-pyrrolo[1',2':4,5]pyrazino[2,3-c]pyridazine N(=[N+]=[N-])[C@@H]1C[C@]2(N(C=3C(=NN=C(C3)C3=C(C(=CC=C3)F)OC)NC2)C1)CC